(1S,5R)-6-oxa-3-azabicyclo[3.1.1]heptane [C@H]12CNC[C@H](O1)C2